FC(OC1=CC=C(C=C1)C1=CN=C2N1C=CN=C2NC2=CC(=C(C(=O)NCCN1C[C@H](O[C@H](C1)C)C)C=C2)C)F |r| 4-[[3-[4-(difluoromethoxy)phenyl]imidazo[1,2-a]pyrazin-8-yl]amino]-2-methyl-N-[2-[rac-(2R,6S)-2,6-dimethylmorpholin-4-yl]ethyl]benzamide